CNC1CCN(CC1)C(=O)OCCCC butyl 4-(methylamino)piperidine-1-carboxylate